ClC=1C(=C(C=CC1)C1N(CCC1)C1CC2(C1)CCN(CC2)C2=CC=C(C(=O)NS(=O)(=O)C1=CC(=C(C=C1)NCC1CCOCC1)[N+](=O)[O-])C=C2)N(C)C 4-(2-(2-(3-chloro-2-(dimethylamino)phenyl)pyrrolidin-1-yl)-7-azaspiro[3.5]nonan-7-yl)-N-((3-nitro-4-(((tetrahydro-2H-pyran-4-yl)methyl)amino)phenyl)sulfonyl)benzamide